1-(3-chloro-4-((2R,3S,4S,5S,6R)-3,4,5-trihydroxy-6-(hydroxymethyl)tetrahydro-2H-pyran-2-yloxy)phenyl)-1H-indole-5-carboxylic acid ClC=1C=C(C=CC1O[C@H]1O[C@@H]([C@H]([C@@H]([C@@H]1O)O)O)CO)N1C=CC2=CC(=CC=C12)C(=O)O